2-(3-(2-((1,5-dimethyl-1H-pyrazol-3-yl)amino)-5-methylpyrimidin-4-yl)-1H-indol-7-yl)-4-hydroxyisoindoline-1,3-dione CN1N=C(C=C1C)NC1=NC=C(C(=N1)C1=CNC2=C(C=CC=C12)N1C(C2=CC=CC(=C2C1=O)O)=O)C